(E)-N,N'-bis(hydroxymethyl)urea OCNC(=O)NCO